2-(((3-exo)-8-(2-cyanoethyl)-8-azabicyclo[3.2.1]oct-3-yl)amino)-4-((5-methyl-1H-pyrazol-3-yl)amino)-7H-pyrrolo[2,3-d]pyrimidine-5-carbonitrile C(#N)CCN1C2CC(CC1CC2)NC=2N=C(C1=C(N2)NC=C1C#N)NC1=NNC(=C1)C